(S,E)-methyl 7-(1-(2-(3,5,7-trimethyl-1-adamantylamino)-2-oxoethyl)-2-oxo-1,2-dihydropyridin-3-ylamino)-6-(3-methylbenzofuran-2-carboxamido)-7-oxohept-2-enoate CC12CC3(CC(CC(C1)(C3)C)(C2)C)NC(CN2C(C(=CC=C2)NC([C@H](CC/C=C/C(=O)OC)NC(=O)C=2OC3=C(C2C)C=CC=C3)=O)=O)=O